C(C)S(=O)(=O)C1=CC=C(CNC(C2=CC=C(C=C2)N2[C@@H](CC[C@@H](C2)C2=CC=C(C=C2)C(F)(F)F)CN2CCOCC2)=O)C=C1 N-(4-(ethanesulfonyl)benzyl)-4-((2S,5R)-2-(morpholinomethyl)-5-(4-(trifluoromethyl)phenyl)piperidin-1-yl)benzamide